racemic-4-((1S*,2R*,5S*)-2-((5-cyclopropyl-7-methyl-1H-indol-4-yl)oxy)-5-(difluoromethoxy)-5-methylcyclohexyl)benzoic acid C1(CC1)C=1C(=C2C=CNC2=C(C1)C)O[C@H]1[C@@H](C[C@@](CC1)(C)OC(F)F)C1=CC=C(C(=O)O)C=C1 |r|